C(C)N(C(OC(C)(C)C)=O)[C@@H]1CN2C(OC1)=C(C=N2)S(N)(=O)=O |r| rac-tert-Butyl ethyl(3-sulfamoyl-6,7-dihydro-5H-pyrazolo[5,1-b][1,3]oxazin-6-yl)carbamate